CN1C(C2=C(C=C1)C(=CN2)C2=CC(=CC=C2)CC2NCC1(CCO1)CC2)=O 6-Methyl-3-(3-(1-oxa-6-azaspiro[3.5]non-7-ylmethyl)phenyl)-1H-pyrrolo[2,3-c]pyridin-7(6H)-one